tert-butyl 4-[3-[3,5-dimethoxy-4-(2,2,2-trifluoroethylcarbamoyl)phenyl]imidazo[1,2-a]pyridin-7-yl]piperidine-1-carboxylate COC=1C=C(C=C(C1C(NCC(F)(F)F)=O)OC)C1=CN=C2N1C=CC(=C2)C2CCN(CC2)C(=O)OC(C)(C)C